DL-4-[hydroxyl(methyl)phosphinoyl]-DL-homoalaninate OP(=O)(CC[C@@H](N)C(=O)[O-])C